C(OC(CC)C(C)F)([O-])=O 1-fluoroethylpropyl carbonate